6-chloro-3-(3-(2,2,2-trifluoroethoxy)phenyl)furo[3,2-b]pyridine ClC=1C=C2C(=NC1)C(=CO2)C2=CC(=CC=C2)OCC(F)(F)F